CC1(COC1)C(=O)N1[C@H](COC2=C(C1)C=CC(=C2)C2=NOC(=N2)C(F)(F)F)C2=CC=CC=C2 (3S)-4-[(3-methyloxetan-3-yl)carbonyl]-3-phenyl-8-[5-(trifluoromethyl)-1,2,4-oxadiazol-3-yl]-3,5-dihydro-2H-1,4-benzoxazepine